(R)-1-(5-chloro-2-fluoropyridin-3-yl)ethyl (4-(5-acetamido pyridin-2-yl)-1-methyl-1H-1,2,3-triazol-5-yl)carbamate C(C)(=O)NC=1C=CC(=NC1)C=1N=NN(C1NC(O[C@H](C)C=1C(=NC=C(C1)Cl)F)=O)C